FC=1C=C(C(=NC1)OC)[C@@H]1N(CCC1)C=1C=CC=2N(N1)C(=CN2)N2N=NC(=C2)CCO (R)-2-(1-(6-(2-(5-fluoro-2-methoxypyridin-3-yl)pyrrolidin-1-yl)imidazo[1,2-b]pyridazin-3-yl)-1H-1,2,3-triazol-4-yl)ethan-1-ol